OCC1=C(C=CC=C1)C1=NC2=C(N1C=1C=C3CCC(NC3=CC1)=O)C=CC(=C2)C(=O)NC 2-[2-(hydroxymethyl)phenyl]-N-methyl-1-(2-oxo-3,4-dihydro-1H-quinolin-6-yl)benzimidazole-5-carboxamide